BrC1=C(C)C=C(C=C1F)Br 2,5-dibromo-3-fluorotoluene